CN[C@@H](CC(=O)O)C(=O)N1COCC1 (3S)-3-(Methylamino)-4-oxazolidin-3-yl-4-oxo-butanoic acid